ClC1=CC=C2C(=N1)N(C=C2C=2C(=NC=CC2)N)COCC[Si](C)(C)C 3-(6-chloro-1-[[2-(trimethylsilyl)ethoxy]methyl]pyrrolo[2,3-b]pyridin-3-yl)pyridin-2-amine